BrC=1C=C(NC1)CN[C@H](C)C(=O)OC(C)(C)C tert-Butyl ((4-bromo-1H-pyrrol-2-yl)methyl)-D-alaninate